4-(2-(3-Bromophenyl)-7,7-dimethylnon-8-yn-2-yl)-2-(3-((6-fluoro-4-vinyl-1H-indol-5-yl)oxy)phenyl)thiazole BrC=1C=C(C=CC1)C(C)(CCCCC(C#C)(C)C)C=1N=C(SC1)C1=CC(=CC=C1)OC=1C(=C2C=CNC2=CC1F)C=C